2-[[4-[6-[(4-Cyano-2-fluoro-phenyl)methoxy]-2-pyridinyl]phenyl]methyl]-3-[[(2S)-oxetan-2-yl]methyl]benzimidazole-5-carboxylic acid C(#N)C1=CC(=C(C=C1)COC1=CC=CC(=N1)C1=CC=C(C=C1)CC=1N(C2=C(N1)C=CC(=C2)C(=O)O)C[C@H]2OCC2)F